FC=1C(=C(C=C(C1)F)NCC1=CC=C(CC2=NOC(=C2)C=2C(=NC=CC2)N)C=C1)OC 3-(3-(4-(((3,5-difluoro-2-methoxyphenyl)amino)methyl)benzyl)isoxazol-5-yl)pyridin-2-amine